(1-(4-methylphenyl) ethyl p-tolyl) acetate (2-tolyl)menthyl-acetate C1(=C(C=CC=C1)C(C(=O)O)C1CC(CCC1C(C)C)C)C.C(C)(=O)OC1=CC(=C(C=C1)C)C(C)C1=CC=C(C=C1)C